N-(1-Chloro-5,6,7,8-tetrahydronaphthalen-2-yl)-3,3-dimethoxypropionamide ClC1=C(C=CC=2CCCCC12)NC(CC(OC)OC)=O